C(#N)[C@@H](N[S@@](=O)C1=CC=C(C=C1)C)[C@@H]1CC2(CC2)CC(C1)(F)F (S)-N-((S)-cyano((R)-7,7-difluorospiro[2.5]octan-5-yl)methyl)-4-methylbenzenesulfinamide